CC1=C(N=C(S1)NC1=NC=CC(=C1)C(F)(F)F)C1=NC=CC=C1 5-methyl-4-(pyridin-2-yl)-N-(4-(trifluoromethyl)pyridin-2-yl)thiazol-2-amine